C(C)(C)(C)C=1C=C(C=C(C1)C(C)(C)C)C1=C2C=C(CC2=CC=C1)C 4-(3,5-di-t-butylphenyl)-2-methyl-1H-indene